FC1(CCC(CC1)C=1SC=C(N1)COC1=CC(=CC2=C1C=C(O2)C=2N=C1SC(=NN1C2)OC)OC)F 6-(4-((2-(4,4-Difluorocyclohexyl)thiazol-4-yl)methoxy)-6-methoxybenzofuran-2-yl)-2-methoxyimidazo[2,1-b][1,3,4]thiadiazole